C1(=CC=CC=C1)S(=O)(=O)N1N=CN=C1 1-(phenylsulfonyl)-1H-1,2,4-triazole